FC1=C(C(C1(F)F)(F)F)C(C(F)(F)F)(C(C(C(F)(F)F)(F)F)(F)F)F 1,3,3,4,4-pentafluoro-2-(perfluoropent-2-yl)cyclobut-1-ene